C(=CC)N(C1=NC(=NC(=N1)N)N)C=CC dipropenyl-melamine